tert-Butyl 3-(2,2,2-trifluoroethoxy)[1,4'-bipiperidine]-1'-carboxylate (racemic)-tert-Butyl-4-oxopiperidine-1-carboxylate C(C)(C)(C)OC(=O)N1CCC(CC1)=O.FC(COC1CN(CCC1)C1CCN(CC1)C(=O)OC(C)(C)C)(F)F